cobalt-silver [Ag].[Co]